C1(=CC=CC=C1)C#CC1=CC=C(C=C1)C1=C2C=CC3=C(C2=NC=2C4=C(C=CC12)C=CC=C4)C=CC=C3 7-(4-(phenylethynyl)phenyl)dibenzo[c,h]acridine